ClC1=C(NC2=CC=CC=C12)C=1C=C(C=CC1F)S(=O)(=O)N(C)C 3-(3-chloro-1H-indol-2-yl)-4-fluoro-N,N-dimethylbenzenesulfonamide